FC=1C=C2/C(/C(NC2=CC1)=O)=C/1\CC(C2=C1NC(=C2C(=O)O)C)(C)C (Z)-6-(5-fluoro-2-oxoindolin-3-ylidene)-2,4,4-trimethyl-1,4,5,6-tetrahydrocyclopenta[b]pyrrole-3-carboxylic acid